benzyl 1,1-dioxodihydro-1H,3H-3a,7-ethano-1λ6-[1,2,3]oxathiazolo[3,4-a]pyrazine-5(4H)-carboxylate O=S1(OCC23N1C(CN(C2)C(=O)OCC2=CC=CC=C2)CC3)=O